4-((R)-3-((cyclopropylmethyl)amino)piperidin-1-yl)-1-(1-(4-(6-methylpyrazin-2-yl)-1H-1,2,3-triazol-1-yl)ethyl)pyridin-2(1H)-one C1(CC1)CN[C@H]1CN(CCC1)C1=CC(N(C=C1)C(C)N1N=NC(=C1)C1=NC(=CN=C1)C)=O